OC=1C=C2CCN(C(C2=CC1[N+](=O)[O-])=O)C 6-hydroxy-2-methyl-7-nitro-3,4-dihydroisoquinolin-1(2H)-one